ethyl 2-[[9-(2-chlorophenyl)-6-hydroxy-[1,2,4]triazolo[5,1-a]isoquinoline-5-carbonyl]amino]acetate ClC1=C(C=CC=C1)C1=CC=C2C(=C(N3C(C2=C1)=NC=N3)C(=O)NCC(=O)OCC)O